5-(4-(3-fluoro-azetidine-1-carbonyl)phenyl)-7-(trifluoro-methyl)benzofuran FC1CN(C1)C(=O)C1=CC=C(C=C1)C=1C=C(C2=C(C=CO2)C1)C(F)(F)F